COC(C(C)SC1=NC=CC(=N1)NC1=CC=C(C=C1)C#N)=O 2-((4-((4-cyanophenyl)amino)pyrimidin-2-yl)thio)propanoic acid methyl ester